C(CCCCC)C(COC(CCCCCN(C(OCCN(CCOC(N(CCCCCC(=O)OCC(CCCCCC)CCCCCC)CCCC)=O)CCN(CC)CC)=O)CCCC)=O)CCCCCC bis(2-hexyloctyl)7,17-dibutyl-12-(2-(diethylamino)ethyl)-8,16-dioxo-9,15-dioxa-7,12,17-triazatricosanedioate